N-(2-((tert-butyldimethylsilyl)oxy)ethyl)-6-(4-chlorophenyl)-8-(1-methyl-1H-pyrazol-4-yl)-[1,2,4]triazolo[1,5-a]pyrazin-2-amine [Si](C)(C)(C(C)(C)C)OCCNC1=NN2C(C(=NC(=C2)C2=CC=C(C=C2)Cl)C=2C=NN(C2)C)=N1